CC(C(=O)NC1=C(C(=CC(=C1)C(CC(C)(C)C)=O)NC(C(CC)(C)C)=O)N)(CC)C 1,3-bis(2,2-dimethylbutyrylamino)-5-(3,3-dimethylbutyryl)-aminobenzene